C(CCC)N(CCC[Si](C=1C=C(C=C)C=CC1)(OC)OC)CCCC 3-[(3-dibutylaminopropyl)dimethoxysilyl]styrene